COC1=C(C(=CC=C1)OC)C(CC(C(=O)OC)=O)=O methyl 4-(2,6-dimethoxyphenyl)-2,4-dioxobutyrate